Cl.C(C1=CC=CC=C1)NCCS(=O)(=O)O 2-(Benzylamino)ethane-1-sulfonic acid hydrochloride